2,4-diethylhexane-1,6-diamine C(C)C(CN)CC(CCN)CC